[Pd].C1(=CC=CC=C1)P([C-]1C=CC=C1)C1=CC=CC=C1.[C-]1(C=CC=C1)P(C1=CC=CC=C1)C1=CC=CC=C1.[Fe+2] [1,1'-bis(diphenylphosphino)ferrocene] palladium (0)